COC1=CC(=NC=C1)N1CCN(CC1)C(=O)OC(C)(C)C tert-butyl 4-(4-methoxypyridin-2-yl)piperazine-1-carboxylate